(R)-N-(1-(3-(difluoromethyl)-2-fluorophenyl)ethyl)-6-methyl-2-morpholinopyrido[3,2-d]pyrimidin-8-amine FC(C=1C(=C(C=CC1)[C@@H](C)NC1=CC(=NC2=C1N=C(N=C2)N2CCOCC2)C)F)F